C(C)(=O)O.C(C)(=O)O.C(C(O)CO)C(=O)CC(O)CO glyceryl ketone diacetate